CC=1C=CC2=C(OC3=C(C(N2)=O)C=CC(=C3)C=O)C1 7-methyl-11-oxo-10,11-dihydrodibenzo[b,f][1,4]oxazepine-3-carbaldehyde